O1N=CC2=C1C=CC(=C2)N2CCN(CC2)C(C(C2=CC=CC=C2)N2C(CCC2=O)=O)=O 1-(2-(4-(1,2-Benzoxazol-5-yl)Piperazin-1-yl)-2-Oxo-1-Phenylethyl)Pyrrolidine-2,5-Dione